C(C)NC(=O)C1=CC(=NC(=C1)C=1N=NN(C1)C=1C(=NC2=NC=CC=C2C1C(=O)O)O)C=1N=NN(C1)C=1C(=NC2=NC=CC=C2C1C(=O)O)O 7'-((4-(ethylcarbamoyl)pyridin-2,6-diyl)bis(1H-1,2,3-triazole-4,1-diyl))bis(2-hydroxy-1,8-naphthyridine-4-carboxylic acid)